Tert-butyl(1-((S)-3-cyclopropyl-1-(((S)-1-hydroxy-3-((S)-2-oxopyrrolidin-3-yl)propan-2-yl)amino)-1-oxopropan-2-yl)-2-oxo-1,2-dihydropyridin-3-yl)carbamat C(C)(C)(C)OC(NC=1C(N(C=CC1)[C@H](C(=O)N[C@H](CO)C[C@H]1C(NCC1)=O)CC1CC1)=O)=O